ethyl 4-((5,11-dimethyl-6-oxo-6,11-dihydro-5H-benzo[e]pyrimido[5,4-b][1,4]diazepin-2-yl)amino)-3-methoxybenzoate CN1C2=C(N(C3=C(C1=O)C=CC=C3)C)N=C(N=C2)NC2=C(C=C(C(=O)OCC)C=C2)OC